4-methyl-2-{[1-(1-methylcyclopropane-1-carbonyl)piperidin-4-yl]methyl}-8-(trifluoromethyl)-4,5-dihydro-2H-furo[2,3-g]indazole-7-carboxylic acid CC1C2=CN(N=C2C2=C(C1)OC(=C2C(F)(F)F)C(=O)O)CC2CCN(CC2)C(=O)C2(CC2)C